tert-butyl (2S,6R)-4-[3-cyano-8-[(8-fluoro-2-methyl-imidazo[1,2-a]pyridin-6-yl)carbamoyl]-1,6-naphthyridin-5-yl]-2,6-dimethyl-piperazine-1-carboxylate C(#N)C=1C=NC2=C(C=NC(=C2C1)N1C[C@@H](N([C@@H](C1)C)C(=O)OC(C)(C)C)C)C(NC=1C=C(C=2N(C1)C=C(N2)C)F)=O